CC1=CC=C2CCN(C2=C1)C(=O)N1CCC2(CC(OC2=O)=O)CC1 8-(6-methylindoline-1-carbonyl)-2-oxa-8-azaspiro[4.5]decane-1,3-dione